thallium tetrakis[3-[2,2,2-trifluoro-1-(2,2,2-trifluoroethoxy)-1-(trifluoromethyl)ethyl]-5-(trifluoromethyl)-phenyl]borate FC(C(C(F)(F)F)(OCC(F)(F)F)C=1C=C(C=C(C1)C(F)(F)F)[B-](C1=CC(=CC(=C1)C(F)(F)F)C(C(F)(F)F)(OCC(F)(F)F)C(F)(F)F)(C1=CC(=CC(=C1)C(F)(F)F)C(C(F)(F)F)(OCC(F)(F)F)C(F)(F)F)C1=CC(=CC(=C1)C(F)(F)F)C(C(F)(F)F)(OCC(F)(F)F)C(F)(F)F)(F)F.[Tl+]